ClC1=C(CNC(=O)[C@]2(C=3C=CC=NC3[C@@](CC2)(CN(C)CCO)O)F)C=CC(=C1)Cl (5S,8R)-N-(2,4-dichlorobenzyl)-5-fluoro-8-hydroxy-8-(((2-hydroxyethyl)(methyl)amino)methyl)-5,6,7,8-tetrahydroquinoline-5-carboxamide